ON(C(=O)N1CCN(CC1)C)CC1=CC=C(C=C1)NC1=CC=C(C=C1)N1CCCCC1 N-hydroxy-4-methyl-N-(4-((4-(piperidin-1-yl)phenyl)amino)benzyl)piperazine-1-carboxamide